NC1CCN(CC1)C=1C=2N(C=C(C1)C=1C=NN(C1)C)N=CC2C#N 4-(4-Aminopiperidin-1-yl)-6-(1-methyl-1H-pyrazol-4-yl)pyrazolo[1,5-a]pyridine-3-carbonitrile